2-(trifluoromethyl)-6,7-dihydropyrazolo[1,5-a]pyrazin FC(C1=NN2C(C=NCC2)=C1)(F)F